C(CCCCCCCCCCCCCCCCCCCCC)Cl n-docosyl chloride